[K].FC1=CC(=C(C(=C1)C1=CC(=NC=C1)OC)CC(=O)NS(=O)(=O)C1=CC(=CC=C1)C(C)(C)O)C(C)C 2-(4-Fluoro-2-isopropyl-6-(2-methoxypyridin-4-yl)phenyl)-N-((3-(2-hydroxypropan-2-yl)phenyl)sulfonyl)acetamide, potassium salt